F[C@H]1C[C@H](N(C1)C(CN1CCC(CC1)NC1=C2C=C(C=NC2=CC=C1)C(F)(F)F)=O)C#N (2S,4S)-4-fluoro-1-[2-[4-[[3-(trifluoromethyl)-5-quinolyl]amino]-1-piperidyl]acetyl]pyrrolidine-2-carbonitrile